NC1=CC=C(C=C1)N1CCC2(CC(C2)CS(=O)(=O)N2C[C@H]([C@H](CC2)NC2=NN3C=NC(=C(C3=N2)OC2CCC2)C=2C=NNC2)C)CC1 N-((3R,4S)-1-(((7-(4-aminophenyl)-7-azaspiro[3.5]nonan-2-yl)methyl)sulfonyl)-3-methylpiperidin-4-yl)-8-cyclobutoxy-7-(1H-pyrazol-4-yl)-[1,2,4]triazolo[1,5-c]pyrimidin-2-amine